3-(2-methoxy-4-nitrophenyl)-2-(4-nitrophenyl)-5-(2,4-disulfophenyl)-2H-tetrazole monosodium salt [Na+].COC1=C(C=CC(=C1)[N+](=O)[O-])N1N(NC(=N1)C1=C(C=C(C=C1)S(=O)(=O)[O-])S(=O)(=O)[O-])C1=CC=C(C=C1)[N+](=O)[O-]